[Re](=O)=O rhenium(IV) oxide